(5beta)-estrane-3,17-dione C[C@@]12C(CC[C@H]1[C@@H]1CC[C@@H]3CC(CC[C@@H]3[C@H]1CC2)=O)=O